[Si](C1=CC=CC=C1)(C1=CC=CC=C1)(C(C)(C)C)OCCS(=O)(=O)CC(CCCC(C(=O)OC(C)(C)C)(C)C1=CC(=CC=C1)C[C@H](C(=O)OC)C)(C)C tert-butyl 7-((2-((tert-butyldiphenylsilyl)oxy)ethyl)sulfonyl)-2-(3-((R)-3-methoxy-2-methyl-3-oxopropyl)phenyl)-2,6,6-trimethylheptanoate